Cl.NCCCC[C@@H](C(=O)O)NC(=O)OC(C)(C)C (S)-6-amino-2-((tert-butoxycarbonyl)amino)hexanoic acid hydrochloride